1-{2-[(Tert-butyldimethylsilyl)oxy]-2-methylpropyl}-2-(ethoxymethyl)-4-(fluoromethyl)-5-phenyl-1H-imidazole [Si](C)(C)(C(C)(C)C)OC(CN1C(=NC(=C1C1=CC=CC=C1)CF)COCC)(C)C